FC=1C(=NC=C(C1)[N+](=O)[O-])OC=1C2=C(N=CN1)C=C(C(=N2)OC)OCCOC 4-((3-Fluoro-5-nitropyridin-2-yl)oxy)-6-methoxy-7-(2-methoxyethoxy)pyrido[3,2-d]pyrimidine